4-(3-Chloroanilino)-7'-fluoro-2'-[(2R)-2-methyl-3-{[(5R)-5-methyl-5,6,7,8-tetrahydroquinolin-4-yl]oxy}propyl]-2',3'-dihydrospiro[cyclohexane-1,1'-indene]-4-carboxylic acid ClC=1C=C(NC2(CCC3(C(CC4=CC=CC(=C34)F)C[C@H](COC3=CC=NC=4CCC[C@H](C34)C)C)CC2)C(=O)O)C=CC1